NC=1C2=C(N=CN1)N(C=C2C2CC2)[C@H]2[C@@H]([C@@H]([C@H](C2)CNCCCNCCC2=CC(=CC=C2)OC2=CC=CC=C2)O)O (1R,2S,3R,5R)-3-{4-amino-5-cyclopropylpyrrolo[2,3-d]pyrimidin-7-yl}-5-{[(3-{[2-(3-phenoxyphenyl)ethyl]amino}propyl)amino]methyl}cyclopentane-1,2-diol